tert-butyl (3S)-3-[(1R)-2-[[2-(cyclobutylamino)-6-methoxy-pyridine-4-carbonyl]amino]-1-hydroxy-ethyl]-7-(methoxymethoxy)-3,4-dihydro-1H-isoquinoline-2-carboxylate C1(CCC1)NC1=NC(=CC(=C1)C(=O)NC[C@@H](O)[C@H]1N(CC2=CC(=CC=C2C1)OCOC)C(=O)OC(C)(C)C)OC